(S)-N-(3-Chloro-4-(difluoromethoxy)-2-fluorophenyl)-7-fluoro-6-(pyrrolidin-3-yloxy)pyrido[3,2-d]pyrimidin-4-amine ClC=1C(=C(C=CC1OC(F)F)NC=1C2=C(N=CN1)C=C(C(=N2)O[C@@H]2CNCC2)F)F